1-(4-{[(1S)-5-[2-(2-aminopyridin-3-yl)-5-(3-cyclobutylpyrazol-1-yl)imidazo[4,5-b]pyridin-3-yl]-2,3-dihydro-1H-inden-1-yl]amino}piperidin-1-yl)prop-2-en-1-one NC1=NC=CC=C1C1=NC=2C(=NC(=CC2)N2N=C(C=C2)C2CCC2)N1C=1C=C2CC[C@@H](C2=CC1)NC1CCN(CC1)C(C=C)=O